C(C)(C)(C)OC(=O)N(C1=CC(=NC=2N1N=CC2C2CC2)C2=CCCN(C2)C(=O)OC(C)(C)C)CC2=CC=C(C=C2)C2=NC=CC=C2 tert-butyl 5-(7-((tert-butoxycarbonyl)(4-(pyridin-2-yl)benzyl)amino)-3-cyclopropylpyrazolo[1,5-a]pyrimidin-5-yl)-3,6-dihydropyridine-1(2H)-carboxylate